COC(=O)C(C[N+](CC#C)(C)C)=C 2-(methoxycarbonyl)-N,N-dimethyl-N-(prop-2-yn-1-yl)prop-2-en-1-aminium